trans-2-tetradecene-1,1-dicarboxylic anhydride C1(\C=C\CCCCCCCCCCC)C(=O)OC1=O